CC=1OC(=CC(C1C1=CC=C(C#N)C=C1)=O)C 4-(2,6-dimethyl-4-oxo-4H-pyran-3-yl)benzonitrile